propyl-N-isoamylbenzothiazole-2-sulfenamide C(CC)C1=CC=CC2=C1N=C(S2)SNCCC(C)C